[Pt](Cl)Cl.C1=CC=CC1.C1=CC=CC1 dicyclopentadiene platinum Dichloride